ClC1=CC=C(C(=N1)C(=O)NS(=O)(=O)C)N[C@H](C)C=1C=C(C=C2C(N(C(=NC12)N1C[C@H](CC1)N(C)C1=NC=C(C=N1)Cl)C)=O)C 6-chloro-3-(((R)-1-(2-((S)-3-((5-chloropyrimidin-2-yl)(methyl)amino)pyrrolidin-1-yl)-3,6-dimethyl-4-oxo-3,4-dihydroquinazolin-8-yl)ethyl)amino)-N-(methylsulfonyl)picolinamide